ClCC(=O)NC(NC1=CC(=CC(=C1)[N+](=O)[O-])Cl)=O 2-chloro-N-((3-chloro-5-nitrophenyl)carbamoyl)acetamide